OC=C(C(=O)N)CNC=1C=C(C2=C(CCO2)C1CO)C1=CC=C(C=C1)C(C)C Hydroxy-2-(((4-(hydroxymethyl)-7-(4-isopropylphenyl)-2,3-dihydrobenzofuran-5-yl)amino)methyl)acrylamide